COC(C1CC2(CN(C2)C=2C=C3CN(C(C3=CC2)=O)[C@@H]2C(NC(CC2)=O)=O)C1)OC (3S)-3-[5-[6-(dimethoxymethyl)-2-azaspiro[3.3]heptan-2-yl]-1-oxo-isoindolin-2-yl]piperidine-2,6-dione